(+/-)-3-[4-(2-amino-6-methyl-pyrimidin-4-yl)-1,4-oxazepan-3-yl]-4-chlorobenzonitrile NC1=NC(=CC(=N1)N1[C@@H](COCCC1)C=1C=C(C#N)C=CC1Cl)C |r|